IC1=CN(C2=C(N=CC(=C21)C(F)(F)F)OC)S(=O)(=O)C2=CC=C(C=C2)C 3-iodo-7-methoxy-1-(4-methylphenyl)sulfonyl-4-(trifluoromethyl)pyrrolo[2,3-c]pyridine